C(C)(C)(C)OC(=O)N1CC=2N(CC1)C(=CN2)Br 3-bromo-5,6-dihydroimidazo[1,2-a]pyrazine-7(8H)-carboxylic acid Tert-butyl ester